(3E)-6-(methoxymethoxy)-3-hexenyl-magnesium chloride COCOCC/C=C/CC[Mg]Cl